C(C1=CC=CC=C1)N1CC(OCCC1)CN1CCC(CC1)C1=CC=C(C=C1)O 4-{1-[(4-benzyl-1,4-oxazepan-2-yl)methyl]piperidin-4-yl}phenol